ClC1=C(C=CC=C1)N1CC(CC1=O)NC(=O)NC=1C=NC(=CC1)Cl 1-[1-(2-chlorophenyl)-5-oxopyrrolidin-3-yl]-3-(6-chloropyridin-3-yl)urea